C=1N=C(N2C1CNCC2)C(=O)N 5,6,7,8-tetrahydroimidazo[1,5-a]pyrazine-3-carboxamide